2-(4-cyanopiperidin-1-yl)-1-(4-methoxybenzyl)-1H-imidazole-5-carboxamide C(#N)C1CCN(CC1)C=1N(C(=CN1)C(=O)N)CC1=CC=C(C=C1)OC